C(=O)(O)C1(CCC(CC1)N1CC2=C(CC1)N(C=N2)C)C 5-(trans-4-carboxy-4-methylcyclohexyl)-1-methyl-4,5,6,7-tetrahydro-1H-imidazo[4,5-c]pyridine